C/C(=C/C(C1=CC=C(C=C1)C(F)(F)F)=O)/N[C@H](CNC(C=C)=O)CC1=CC=C(C=C1)OCCC=1N=C(OC1C)C1=CC=CC=C1 N-((2S)-2-(((1Z)-1-Methyl-3-oxo-3-(4-(trifluoromethyl)phenyl)prop-1-enyl)amino)-3-(4-(2-(5-methyl-2-phenyl-1,3-oxazol-4-yl)ethoxy)phenyl)propyl)propenamide